p-diethyl-aminobenzaldehyde diphenyl hydrazone C1(=CC=CC=C1)N(N=CC1(C(C=C(C=C1)CC)N)CC)C1=CC=CC=C1